C(CC=C)C1(N\C(\N(C(C1)=O)[C@H](CCOC)C=1C=C(C(=O)OC)C=CC1)=N/C(=O)OC(C)(C)C)CC methyl 3-((1R)-1-((E)-4-(but-3-en-1-yl)-2-((tert-butoxycarbonyl)imino)-4-ethyl-6-oxotetrahydropyrimidin-1(2H)-yl)-3-methoxypropyl)benzoate